3-{3-[(3-chloro-2-fluorophenyl)sulfinyl]-6-methylpyridazin-4-yl}-5-(2-chloro-4-methylbenzyl)-5,6-dihydro-4H-1,2,4-oxadiazine ClC=1C(=C(C=CC1)S(=O)C=1N=NC(=CC1C1=NOCC(N1)CC1=C(C=C(C=C1)C)Cl)C)F